(R)-N-((3-CHLORO-4-(((R)-4-(DIMETHYLAMINO)-1-(4-FLUOROPHENOXY)BUTAN-2-YL)AMINO)-5-FLUOROPHENYL)SULFONYL)-2-METHYLTETRAHYDRO-2H-PYRAN-2-CARBOXAMIDE ClC=1C=C(C=C(C1N[C@@H](COC1=CC=C(C=C1)F)CCN(C)C)F)S(=O)(=O)NC(=O)[C@@]1(OCCCC1)C